C1(=CC=CC=C1)NC1=CC=CC(=N1)N1C[C@H]2C([C@H]2C1)C1=NC=CC(=N1)C(=O)N ((1R,5S,6s)-3-(6-(phenylamino)pyridyl)-3-azabicyclo[3.1.0]hex-6-yl)pyrimidine-4-carboxamide